C(C)SC=1C(=NC(=CC1)C)C1=NC=2N(C=C1)N=C(C2)C(F)(F)F 5-(3-(ethylsulfanyl)-6-methylpyridin-2-yl)-2-(trifluoromethyl)pyrazolo[1,5-a]pyrimidine